5-bromo-1-(2-fluoroethyl)-1H-pyrazole-4-carboxylic acid ethyl ester C(C)OC(=O)C=1C=NN(C1Br)CCF